N'-hydroxy-3-(oxetan-2-ylmethyl)-3H-imidazo[4,5-b]pyridine-5-carboximidamide ON=C(N)C1=CC=C2C(=N1)N(C=N2)CC2OCC2